3-(1,1-difluoroethyl)-4-methyl-1-((2-methyltetrahydro-2H-pyran-2-yl)methyl)-N-(2-sulfamoylpyridin-4-yl)-1H-pyrazole-5-carboxamide FC(C)(F)C1=NN(C(=C1C)C(=O)NC1=CC(=NC=C1)S(N)(=O)=O)CC1(OCCCC1)C